C(C)(=O)OCC1(C(C=2C(C(C3(C(C2C1O)(C)OC)CC3)(C)O)=O)O)C (1',3',6'-trihydroxy-4'-methoxy-2',4',6'-trimethyl-7'-oxo-1',2',3',4',6',7'-hexahydrospiro[cyclopropane-1,5'-inden]-2'-yl)methyl acetate